2-[(2,6-difluoro-4-pyridinyl)-(2-phenylacetyl)amino]-N-(2,2-dimethylcyclobutyl)-5-methyl-thiazole-4-carboxamide FC1=NC(=CC(=C1)N(C=1SC(=C(N1)C(=O)NC1C(CC1)(C)C)C)C(CC1=CC=CC=C1)=O)F